C(C)(C)(C1=CC(=C(C=C1)O)N)C1=CC(=C(C=C1)O)N 4,4'-isopropylidenebis(2-aminophenol)